C(C1=CC=CC=C1)OC1=C(C(=O)OCC[C@@H](C)OCC2=CC=CC=C2)C=C(C=C1)[N+](=O)[O-] [(3R)-3-benzyloxybutyl] 2-benzyloxy-5-nitrobenzoate